C(C1=CC=CC=C1)N1C2=NC=NC(=C2N=C1C1=C(C=C(C=C1F)OCCN1CCN(CC1)C)F)OC1(CC1)C 9-benzyl-8-(2,6-difluoro-4-(2-(4-methylpiperazin-1-yl)ethoxy)phenyl)-6-(1-methylcyclopropoxy)-9H-purine